((3aR,6aS)-2-(4,6-dimethylpyrimidin-2-yl)hexahydro-5H-pyrrolo[3,4-d]isoxazol-5-yl)(2-fluoro-6-(2H-1,2,3-triazol-2-yl)phenyl)methanone CC1=NC(=NC(=C1)C)N1O[C@H]2[C@@H](C1)CN(C2)C(=O)C2=C(C=CC=C2N2N=CC=N2)F